CN(C)CCN1CCN(CC1)CCN(C)C bis-(dimethylaminoethyl)piperazine